CC1=NC=C(C(=N1)C(F)(F)F)CC1CCC(CC1)C(=O)O 4-[[2-methyl-4-(trifluoromethyl)pyrimidin-5-yl]methyl]cyclohexanecarboxylic acid